IC(CC)CCCCCC 3-iodo-nonane